1-(chloromethyl)-2,4-dimethoxybenzene ClCC1=C(C=C(C=C1)OC)OC